ClC1=CC=2NC3=CC=CC=C3C2C=C1C 2-chloro-3-methyl-9H-carbazole